FC(C(C)NC(=O)C=1C=NN2C1CN(CC2)C(=O)OC(C)(C)C)(F)F tert-butyl 3-[(1,1,1-trifluoropropan-2-yl)carbamoyl]-4H,5H,6H,7H-pyrazolo[1,5-a]pyrazine-5-carboxylate